(S)-1-(1-cyclopropylethyl)-N-(1-(4-(1-isopropyl-6-oxo-1,6-dihydropyrimidin-5-yl)phenyl)cyclopropyl)-1H-pyrazolo[3,4-d]pyrimidine-6-carboxamide C1(CC1)[C@H](C)N1N=CC=2C1=NC(=NC2)C(=O)NC2(CC2)C2=CC=C(C=C2)C2=CN=CN(C2=O)C(C)C